C1(=CC=C(C=C1)C=1CC(=NC2=C(N1)C=CC=C2)C2=CC=CC=C2)C 2-(4-tolyl)-4-phenyl-3H-1,5-benzodiazepine